5-(2-(dimethylaminoethyl-oxy)ethyl)oxy-6-benzenesulfonamido-N-carboxypropyl-isoindolin-1,3-dione CN(C)CCOCCOC=1C=C2C(N(C(C2=CC1NS(=O)(=O)C1=CC=CC=C1)=O)CCCC(=O)O)=O